(2-(furan-3-yl)-5-nitrophenyl)-N,N-dimethylmethylamine O1C=C(C=C1)C1=C(C=C(C=C1)[N+](=O)[O-])CN(C)C